tert-butyl 4-(4-(((oxazol-5-ylmethoxy)carbonyl)amino)benzyl)piperidine-1-carboxylate O1C=NC=C1COC(=O)NC1=CC=C(CC2CCN(CC2)C(=O)OC(C)(C)C)C=C1